1-[3-(1-hydroxyethyl)-6-[5-(2-oxa-5-azaspiro[3.4]octan-5-yl)benzimidazol-1-yl]-2-pyridyl]-5-methyl-pyrazole-3-carbonitrile OC(C)C=1C(=NC(=CC1)N1C=NC2=C1C=CC(=C2)N2C1(COC1)CCC2)N2N=C(C=C2C)C#N